CCCCCCCCCCCCCCCCCCCCC henicosan